FC(C(=O)N[C@H]1[C@@](NC(C1)=O)(C1=CC=CC=C1)C)(C)F 2,2-difluoro-N-(trans-2-methyl-5-oxo-2-phenylpyrrolidin-3-yl)propionamide